C(C)(=O)NC1=NC=C(C=N1)C=1C=C2C(=NN(C2=CC1)CC(=O)N1[C@@H](C[C@H](C1)F)C(=O)NC1=NC(=CC=C1)Br)C(C)=O (2S,4R)-1-(2-(5-(2-acetamidopyrimidin-5-yl)-3-acetyl-1H-indazol-1-yl)acetyl)-N-(6-bromopyridin-2-yl)-4-fluoropyrrolidine-2-carboxamide